5-(1H-imidazol-1-yl)-2-(5-(1-((1S,3R,5R)-1-methyl-8-azabicyclo[3.2.1]octan-3-yl)vinyl)pyrazin-2-yl)phenol N1(C=NC=C1)C=1C=CC(=C(C1)O)C1=NC=C(N=C1)C(=C)[C@H]1C[C@@]2(CC[C@H](C1)N2)C